NC=1N=NC(=CC1C1=CC=C(C=C1)C1CC2(CN(C2)C2CCC(CC2)NC(OC(C)(C)C)=O)C1)C1=C(C=CC=C1)O tert-butyl (4-(6-(4-(3-amino-6-(2-hydroxyphenyl)pyridazin-4-yl)phenyl)-2-azaspiro[3.3]heptan-2-yl)cyclohexyl)carbamate